(+)-4-chloro-3-hydroxybutyronitrile ClCC(CC#N)O